Indium-Gallium-Zinc-tin [Sn].[Zn].[Ga].[In]